Natrium {N-Methyl[(2-hydroxy-5-nonylphenyl)methyl]amino}acetat CN(CC1=C(C=CC(=C1)CCCCCCCCC)O)CC(=O)[O-].[Na+]